Cl.Cl.NC=1SC2=C(N1)CCC(C2)CCC (-)-2-amino-6-propyl-4,5,6,7-tetrahydrobenzothiazole dihydrochloride